C(=C)C1CC(=S)OC1 β-vinyl-γ-thionobutyrolactone